2-{(S)-1-[4-(1-acryloyl-piperidin-4-yloxy)-phenyl]-ethylamino}-8-((S)-1,2-dimethyl-propyl)-8H-pyrido[2,3-d]pyrimidin-7-one C(C=C)(=O)N1CCC(CC1)OC1=CC=C(C=C1)[C@H](C)NC=1N=CC2=C(N1)N(C(C=C2)=O)[C@H](C(C)C)C